N1N=CC(=C1)[C@@H]1CN(CCC1)C=1OC2=C(C=C(C=C2C(C1)=O)C)[C@@H](C)NC1=C(C(=O)O)C=CC=C1 2-(((R)-1-(2-((R)-3-(1H-Pyrazol-4-yl)piperidin-1-yl)-6-methyl-4-oxo-4H-chromen-8-yl)ethyl)amino)benzoic acid